(5-bromo-2-ethyl-thiazol-4-yl)methanol BrC1=C(N=C(S1)CC)CO